C(C)NC(N(CC1=CC=C(C=C1)C1=NOC(=N1)C(F)(F)F)OC)=O 3-ethyl-1-methoxy-1-[[4-[5-(trifluoromethyl)-1,2,4-oxa-diazol-3-yl]phenyl]methyl]urea